OC[C@H]1O[C@@]2([C@@H]([C@H]([C@H]1O)N1N=NC(=C1)C1=CC(=C(C(=C1)F)F)F)O)CN(CCC2)C2=CC=CC=C2 (2R,3R,4S,5R,6R)-2-(hydroxymethyl)-8-phenyl-4-(4-(3,4,5-trifluorophenyl)-1H-1,2,3-triazol-1-yl)-1-oxa-8-azaspiro[5.5]undecane-3,5-diol